((3aS,4R,6S,6aS)-6-(4-aminopyrrolo[2,1-f][1,2,4]triazin-7-yl)-4-cyano-2,2-dimethyltetrahydrofuro[3,4-d][1,3]dioxol-4-yl)methyl ((R)-1-methoxypropan-2-yl) carbonate C(OC[C@]1(O[C@H]([C@@H]2OC(O[C@@H]21)(C)C)C2=CC=C1C(=NC=NN12)N)C#N)(O[C@@H](COC)C)=O